4-fluoro-19-(oxan-2-yl)-8,14-dioxa-10,19,20-triazapentacyclo[13.5.2.12,6.17,10.018,21]tetracosa-1(20),2(24),3,5,15(22),16,18(21)-heptaen-9-one FC1=CC=2C3=NN(C=4C=CC(OCCCN5C(OC(C(=C1)C2)C5)=O)=CC34)C3OCCCC3